1-vinyl-3-sulfopropyl-imidazole C(=C)C(CCS(=O)(=O)O)C=1NC=CN1